[C@H]12CC(C[C@H](CC1)N2)OC2=CN=C(N=N2)C2=C(C=C(C=C2)N2C=NC=C2)O 2-(6-(((1R,3s,5S)-8-azabicyclo[3.2.1]octan-3-yl)oxy)-1,2,4-triazin-3-yl)-5-(1H-imidazol-1-yl)phenol